1-(3-(1-methyl-1H-pyrazol-4-yl)phenyl)cyclopropylamine CN1N=CC(=C1)C=1C=C(C=CC1)C1(CC1)N